ClC1=C(C(=O)NC)C=C(C=C1)CC(=O)NNC(=O)C1=C(N=C2N1C=CC=C2)C2=CC=C(C=C2)Cl 2-Chloro-5-(2-(2-(2-(4-chlorophenyl)imidazo[1,2-a]pyridine-3-carbonyl)hydrazineyl)-2-oxoethyl)-N-methylbenzamide